5-fluoro-N-[4-fluoro-2-methyl-5-(4,4,5,5-tetramethyl-1,3,2-dioxaborolan-2-yl)phenyl]pyrazolo[1,5-a]pyridine-3-carboxamide FC1=CC=2N(C=C1)N=CC2C(=O)NC2=C(C=C(C(=C2)B2OC(C(O2)(C)C)(C)C)F)C